ClC=1C(=NC(=C(C1Cl)F)C1=C(C=C(C=C1)C(F)(F)F)Cl)C(=O)OC Methyl 3,4-dichloro-6-(2-chloro-4-(trifluoromethyl) phenyl)-5-fluoropicolinate